CC\C=C/CC (cis)-3-hexene